C(CC[C@@H](/C=C/C=C\\C=C\\C=C\\[C@H]([C@H](CCCC(=O)[O-])O)O)O)CCO The molecule is a lipoxin anion that is the conjugate base of 20-hydroxylipoxin A4 arising from deprotonation of the carboxylic acid function; major species at pH 7.3. It is an omega-hydroxy fatty acid anion and a lipoxin anion. It derives from a lipoxin A4(1-). It is a conjugate base of a 20-hydroxylipoxin A4.